B([O-])OB[O-].[Cs+].[Cs+] Cesium diboronate